(4-bromophenyl)hydrazine HCl salt Cl.BrC1=CC=C(C=C1)NN